SC1C(CCC1)C(=O)O 2-mercaptocyclopentane-1-carboxylic acid